(1R,4r)-4-(2-(((R)-2-(3-Fluorophenyl)-2-hydroxyethyl)amino)-2-methyl-propyl)-N,N-dimethylcyclohexane-1-sulfonamide hydrochloride Cl.FC=1C=C(C=CC1)[C@H](CNC(CC1CCC(CC1)S(=O)(=O)N(C)C)(C)C)O